2,6-di-tert-butyl-4-isopropylphenol C(C)(C)(C)C1=C(C(=CC(=C1)C(C)C)C(C)(C)C)O